CC=1C(=NC(=NC1C)N1CCNCC(C1)C)NC=1C=C2C=NNC2=CC1 N-(5,6-dimethyl-2-(6-methyl-1,4-diazepan-1-yl)pyrimidin-4-yl)-1H-indazol-5-amine